1,1,5,5-tetramethyl-3,3-dimethoxy-1,5-bis(2-aminoethyl)trisiloxane C[Si](O[Si](O[Si](CCN)(C)C)(OC)OC)(CCN)C